CC1=NOC(C1)C(=O)N methyl-4H-isoxazole-5-carboxamide